(4-chloro-1H-indol-7-yl)-4-(piperazin-1-ylsulfonyl)benzenesulfonamide ClC1=C2C=CNC2=C(C=C1)C1=C(C=CC(=C1)S(=O)(=O)N1CCNCC1)S(=O)(=O)N